C(C)(C)(C)OC(NC1CN(C1)C1=NC(=CC(=N1)C)C)=O tert-butyl(1-(4,6-dimethylpyrimidin-2-yl)azetidin-3-yl)carbamate